1-bromo-3,5-di(trifluoromethyl)benzene BrC1=CC(=CC(=C1)C(F)(F)F)C(F)(F)F